The molecule is a 1-(phosphoribosyl)imidazole that is 5-aminoimidazole in which the proton at position 1 has been replaced by a 5-phospho-beta-D-ribofuranosyl group. It has a role as a bacterial metabolite. It is a 1-(phosphoribosyl)imidazole and an aminoimidazole. It is a conjugate acid of a 5-amino-1-(5-phosphonato-beta-D-ribosyl)imidazol-3-ium. C1=C(N(C=N1)[C@H]2[C@@H]([C@@H]([C@H](O2)COP(=O)(O)O)O)O)N